Di-tert-butyl ((4S,5R)-4-((1,3-dioxoisoindolin-2-yl)methyl)-2-methoxyhexane-1,5-diyl)dicarbamate O=C1N(C(C2=CC=CC=C12)=O)C[C@H](CC(CNC(OC(C)(C)C)=O)OC)[C@@H](C)NC(OC(C)(C)C)=O